ClC1=CC=C(C=C1)[C@@H]1CN(CC1)C(=O)C1=CC=C(C=C1)OC[C@@H](CN1N=NN=C1)O ((R)-3-(4-chlorophenyl)pyrrolidin-1-yl)(4-((R)-2-hydroxy-3-(1H-tetrazol-1-yl)propoxy)phenyl)methanone